C1(=CC=CC=C1)NC(C=C)=O acrylic acid phenyl amide